1,3-dimethylimidazolium formate C(=O)[O-].CN1C=[N+](C=C1)C